trimethyl(methoxymethyl)-phosphonium C[P+](COC)(C)C